IC1=NC(=NC(=N1)C1=CC=CC=C1)C1=CC=CC=C1 2-iodo-4,6-diphenyl-1,3,5-triazine